3-(3-fluoro-4-methylphenyl)-4-phenyloxazolidine-2-carboxylic acid ethyl ester C(C)OC(=O)C1OCC(N1C1=CC(=C(C=C1)C)F)C1=CC=CC=C1